5,8-dibromo-2,3-dibutyl-6,7-dinitroquinoxaline BrC1=C2N=C(C(=NC2=C(C(=C1[N+](=O)[O-])[N+](=O)[O-])Br)CCCC)CCCC